FC([C@H]1NC(N(C1)C(COC)C1=CC(=C(C=C1)O)[N+](=O)[O-])=O)F (4S)-4-(Difluoromethyl)-1-(1-(4-hydroxy-3-nitrophenyl)-2-methoxyethyl)imidazolidin-2-one